(3R,4S)-3-fluoro-1-(4-((5-isopropyl-8-((2R,3S)-2-methyl-3-((methylsulfonyl)Methyl)azetidin-1-yl)-2,7-naphthyridin-3-yl)amino)-1,3,5-triazin-2-yl)-3-methylpiperidine F[C@]1(CN(CCC1)C1=NC=NC(=N1)NC=1N=CC2=C(N=CC(=C2C1)C(C)C)N1[C@@H]([C@H](C1)CS(=O)(=O)C)C)C